COC=1C=C(C=C(C1)OC)NC1=NC2=CC=CC=C2N=C1NS(=O)(=O)C1=CC=C(C=C1)NC(=O)C1=CC(=C(C=C1)C)OC N-[2-[(3,5-Dimethoxyphenyl)amino]quinoxalin-3-yl]-4-[(4-methyl-3-methoxyphenyl)carbonyl]aminophenylsulfonamide